((6-chloro-3-methylpyrazin-2-yl)methyl)cyclopropane-1-carboxylic acid tert-butyl ester C(C)(C)(C)OC(=O)C1(CC1)CC1=NC(=CN=C1C)Cl